NC1=NC2=CC=C(C=C2C=C1C)C(=O)N(CC1=NC=C(C=C1)C(F)(F)F)[C@H](C)[C@H](C)N1N=CC=C1 2-amino-3-methyl-N-((2R,3S)-3-(1H-pyrazol-1-yl)-2-butanyl)-N-((5-(trifluoromethyl)-2-pyridinyl)methyl)-6-quinolinecarboxamide